5-(1-(pyridin-2-yl)ethyl)-1-tosyl-1H-pyrrole-3-sulfonyl chloride N1=C(C=CC=C1)C(C)C1=CC(=CN1S(=O)(=O)C1=CC=C(C)C=C1)S(=O)(=O)Cl